FC(C=1C=C(OC2CC3(C2)CCN(CC3)C(=O)OC(C)(C)C)C=CC1)(F)F tert-butyl 2-(3-(trifluoromethyl) phenoxy)-7-azaspiro[3.5]nonane-7-carboxylate